[(2R,6R)-1-(5-fluoro-3-iodopyridin-2-yl)-2,6-dimethylpiperidin-4-yl]methanone FC=1C=C(C(=NC1)N1[C@@H](CC(C[C@H]1C)C=O)C)I